NC=1C(=NC(=C(N1)C=1OC=CN1)C=1C=CC=2N(C1)C(=CN2)C)C(=O)N[C@@H]2C[C@H](C2)N(C)C Trans-3-amino-N-(3-(dimethylamino)cyclobutyl)-6-(3-methylimidazo[1,2-a]pyridin-6-yl)-5-(oxazol-2-yl)pyrazine-2-carboxamide